4-methoxycarbonylphenylboronic acid COC(=O)C1=CC=C(C=C1)B(O)O